2-(2,2-difluorovinyl)-1,2-difluorovinyl-difluorostyrene FC(=CC(=C(F)C(=C(F)F)C1=CC=CC=C1)F)F